C1(CC1)C=1C(=CC(=C(C1)NC=1N=C(C2=C(N1)NC=C2)NC=2C(=C1N=CC=NC1=CC2)P(C)(C)=O)OC)N2CCN(CC2)C (6-((2-((5-cyclopropyl-2-methoxy-4-(4-methylpiperazin-1-yl)phenyl)amino)-7H-pyrrolo[2,3-d]pyrimidine-4-yl)amino)quinoxalin-5-yl)dimethylphosphine oxide